[S-2].[Zn+2].[Pb+2].[Cu+2].[S-2].[S-2] copper-lead-zinc sulfide